(1aR,5aR)-2-(2,4-Difluoro-phenyl)-1a,2,5,5a-tetrahydro-1H-2,3-diaza-cyclopropa[a]pentalene-4-carboxylic acid (tetrahydro-furan-2-ylmethyl)-amide O1C(CCC1)CNC(=O)C=1C=2C[C@@H]3[C@H](C2N(N1)C1=C(C=C(C=C1)F)F)C3